4-ethyl-1H-pyrrole-2-carboxylic acid methyl ester COC(=O)C=1NC=C(C1)CC